tert-butyl 4-(5,6,7,8-tetrahydro-1,8-naphthyridin-2-yl)piperidine-1-carboxylate N1=C(C=CC=2CCCNC12)C1CCN(CC1)C(=O)OC(C)(C)C